C(CCC(=O)[O-])(=O)OP phosphino succinate